OC(=O)C(F)(F)F.COC1CCC(CC1)CN[C@@H]1[C@H](CCC1)OC=1C=C2CN(C(C2=CC1)=O)C1C(NC(CC1)=O)=O 3-(5-(((1S,2S)-2-(((4-methoxycyclohexyl)methyl)amino)cyclopentyl)oxy)-1-oxoisoindolin-2-yl)piperidine-2,6-dione TFA salt